(2S,3R)-N-(4-(2,6-dimethoxyphenyl)-5-(1-(pyridin-2-yl)cyclopropyl)-4H-1,2,4-triazol-3-yl)-3-(5-methylpyrimidin-2-yl)butane-2-sulfonamide COC1=C(C(=CC=C1)OC)N1C(=NN=C1C1(CC1)C1=NC=CC=C1)NS(=O)(=O)[C@@H](C)[C@H](C)C1=NC=C(C=N1)C